BrC=1C=CC(=C(C1)C=1N=NC=CN1)C(F)(F)F 3-(5-bromo-2-(trifluoromethyl)phenyl)-1,2,4-triazine